methyl-N-(2,4-difluoro-3-[1-[5-(4-methylpiperazin-1-yl)-3H-1,3-benzodiazol-2-yl]imidazo[1,5-a]pyridin-6-yl]phenyl)-5-fluoro-2-methoxypyridine-3-sulfonamide CC1=C(C(=NC=C1F)OC)S(=O)(=O)NC1=C(C(=C(C=C1)F)C=1C=CC=2N(C1)C=NC2C=2NC1=C(N2)C=CC(=C1)N1CCN(CC1)C)F